Cl.F[P-](F)(F)(F)(F)F.N1(N=NC2=C1N=CC=C2)OC(=[N+](C)C)N(C)C 2-(7-Aza-1H-Benzotriazole-1-yl)-1,1,3,3-tetramethyluronium hexafluorophosphate HCl